C(C#CC)(=O)N[C@H]1C[C@H](CCC1)C1=C2C(=C(NC2=C(C(=C1F)F)C(=O)N)C)C 4-((1S,3R)-3-(but-2-ynamido)cyclohexyl)-5,6-difluoro-2,3-dimethyl-1H-indole-7-carboxamide